8-chloro-2-((2R)-2-(1-cyclopropyl-1H-pyrazol-4-yl)tetrahydro-2H-pyran-4-yl)-6-(2,4-difluorophenyl)-7-methyl-7H-purine ClC1=NC2=NC(=NC(=C2N1C)C1=C(C=C(C=C1)F)F)C1C[C@@H](OCC1)C=1C=NN(C1)C1CC1